(S)-2-(3-(7,7-difluoro-2-(2-methylazetidin-1-yl)-6,7-diHydro-5H-cyclopenta[d]pyrimidin-4-yl)-1,2,4-oxadiazol-5-yl)-1-(4-methylpiperidin-1-yl)ethane-1-on-2,2-d2 FC1(CCC2=C1N=C(N=C2C2=NOC(=N2)C(C(=O)N2CCC(CC2)C)([2H])[2H])N2[C@H](CC2)C)F